BrC=1C=NN(C1)C1(CC1)CO (1-(4-bromo-1H-pyrazol-1-yl)cyclopropyl)methanol